N-butylacetanilide C(CCC)N(C1=CC=CC=C1)C(C)=O